7-diethylamino-3-(5-(3-(4-fluorophenyl)-1-isopropyl-1H-indol-2-yl)-2,4-pentadienoyl)-2H-1-benzopyran-2-one C(C)N(C1=CC2=C(C=C(C(O2)=O)C(C=CC=CC=2N(C3=CC=CC=C3C2C2=CC=C(C=C2)F)C(C)C)=O)C=C1)CC